3-(1-cyclopropylimidazol-4-yl)-N-methyl-4-[[3-(trifluoromethyl)phenyl]methylamino]benzenesulfonamide C1(CC1)N1C=NC(=C1)C=1C=C(C=CC1NCC1=CC(=CC=C1)C(F)(F)F)S(=O)(=O)NC